ClC=1C=C(C=CC1[SeH])C1=CC=CC=C1 3-chloro-[1,1'-biphenyl]-4-selenol